2,5-dibromo-4'-phenoxybenzophenone BrC1=C(C(=O)C2=CC=C(C=C2)OC2=CC=CC=C2)C=C(C=C1)Br